ClC1=CC(=C(C=C1)C1=CC=C(N=N1)N([C@@H]1C[C@H]2CC([C@@H](C1)N2C(=O)OC(C)(C)C)(F)F)C)OCOC |r| (±)-tert-butyl (1S,3R,5R)-3-((6-(4-chloro-2-(methoxymethoxy)phenyl)pyridazin-3-yl)(methyl)amino)-6,6-difluoro-8-azabicyclo[3.2.1]octane-8-carboxylate